C(CCCCCCCCC=C)(=O)O.C(CCCCCCCCC=C)(=O)O.C(O)C(CC)(CO)CO trimethylolpropane diundecylenate